4-((2-(dimethoxymethyl)-5,6,7,8-tetrahydro-1,8-naphthyridin-3-yl)methyl)-1,4-oxazepin-3-one COC(C1=NC=2NCCCC2C=C1CN1C(COC=CC1)=O)OC